N-(4-(3-oxo-3-(phenylamino)propyl)-1-phenyl-1H-imidazol-2-yl)-3-(1H-pyrazol-4-yl)benzamide O=C(CCC=1N=C(N(C1)C1=CC=CC=C1)NC(C1=CC(=CC=C1)C=1C=NNC1)=O)NC1=CC=CC=C1